NC1=NC(=CC=C1)C(=O)C1CCN(CC1)C 2-amino-6-(1-methylpiperidine-4-carbonyl)pyridine